1-(benzo[d]thiazol-6-yl)ethan-1-one S1C=NC2=C1C=C(C=C2)C(C)=O